OC(=O)C(F)(F)F.C1NCC12COC(OC2)CCN(C2=CC=C(C=C2)C#N)CC2=CC(=C(C#N)C=C2)F 4-(((2-(6,8-dioxa-2-azaspiro[3.5]nonan-7-yl)ethyl)(4-cyanophenyl)amino)methyl)-2-fluorobenzonitrile TFA Salt